rac-5-[4-amino-2-(N-(2-amino-1-methyl-2-oxoethyl)-4-fluoro-anilino)thiazole-5-carbonyl]-N-(2,2-difluoroethyl)isoxazole-3-carboxamide NC=1N=C(SC1C(=O)C1=CC(=NO1)C(=O)NCC(F)F)N(C1=CC=C(C=C1)F)[C@@H](C(=O)N)C |r|